FC1=C(CC#N)C=C(C=C1)C(F)(F)F 2-fluoro-5-(trifluoromethyl)benzyl cyanide